9-(4-(1-methyl-4-(trifluoromethyl)-1H-imidazol-2-yl)benzyl)-2-(2-(2,2,2-trifluoroethoxy)pyridin-3-yl)-7,9-dihydro-8H-purin-8-one CN1C(=NC(=C1)C(F)(F)F)C1=CC=C(CN2C3=NC(=NC=C3NC2=O)C=2C(=NC=CC2)OCC(F)(F)F)C=C1